N1CCC(CC1)C1=CC=C(C=C1)C1=CC(=NC(=C1)N1N=NC(=C1)C1=CC=C(C=C1)C(F)(F)F)C(=O)O 4-(4-(Piperidin-4-yl)phenyl)-6-(4-(4-(trifluoromethyl)phenyl)-1H-1,2,3-triazol-1-yl)picolinic acid